N[C@H](C(=O)N1CCN(CC1)CC(C)(C)F)COC (S)-2-Amino-1-(4-(2-fluoro-2-methylpropyl)piperazin-1-yl)-3-methoxypropan-1-one